CC(C(=O)C1=CC=CC=C1)(C1=CC=CC=C1)C 2,2-dimethyl-2-phenylacetophenone